ClC1=C(OC(C(=O)O)(C)C)C=CC(=C1Cl)CCC(C1=C(N=C(S1)C1=CC=C(C=C1)C(F)(F)F)C)OCC 2-(2,3-dichloro-4-(3-ethoxy-3-(4-methyl-2-(4-(trifluoromethyl)-phenyl)thiazol-5-yl)propyl)phenoxy)-2-methylpropanoic acid